N[C@@H](C(=O)O)CC(F)F (R)-2-amino-4,4-difluorobutyric acid